C1(=CC=C(C=C1)NC1=NN2C(=NC=CC2=N1)C1=CC(=C(C(=C1)OC)OC)OC)C N-(p-tolyl)-5-(3,4,5-trimethoxyphenyl)-[1,2,4]triazolo[1,5-c]pyrimidin-2-amine